CC1(CC1)NC(=O)C=1C=NN2C1N=CC=C2 N-(1-methylcyclopropyl)pyrazolo[1,5-a]pyrimidine-3-carboxamide